tert-butyl 4-(5-(2,4-dimethoxybenzylamino)-2-(ethylcarbamoyl)-7-phenylimidazo[1,2-c]pyrimidin-8-yl)-5,6-dihydropyridine-1(2H)-carboxylate COC1=C(CNC2=NC(=C(C=3N2C=C(N3)C(NCC)=O)C3=CCN(CC3)C(=O)OC(C)(C)C)C3=CC=CC=C3)C=CC(=C1)OC